C(C=1C(O)=CC=CC1)(=O)N[O-].[K+] potassium salicylhydroxamate